C(CCCCCCCCCCCCC)[N-]CCCCCCCCCCCCCC N,N-ditetradecylamide